NC1=NC=2C=NC(=CC2C2=C1C=NN2C)C(=O)N2C[C@@H](C[C@@H]1CCC3=C([C@H]21)C=CC(=C3)C(F)(F)F)C |r| (Rac)-(4-amino-1-methyl-1H-pyrazolo[4,3-c][1,7]naphthyridin-8-yl)((3R,4aS,10bR)-3-methyl-8-(trifluoromethyl)-3,4,4a,5,6,10b-hexahydrobenzo[h]quinolin-1(2H)-yl)methanone